BrCCCCOC1=C(CNC(=O)[C@H]2N(C[C@@H](C2)O)C([C@H](C(C)(C)C)NC(=O)C2(CC2)F)=O)C=CC(=C1)C1=C(N=CS1)C (2S,4R)-N-(2-(4-bromobutoxy)-4-(4-methylthiazol-5-yl)benzyl)-1-((S)-2-(1-fluorocyclopropane-1-carboxamido)-3,3-dimethylbutanoyl)-4-hydroxypyrrolidine-2-carboxamide